3-(((2R,3R,4R,5R)-4-((tert-butyldimethylsilyl)oxy)-2-(((tertbutyldimethylsilyl)oxy)methyl)-5-(2,4-dioxo-3,4-dihydropyrimidin-1(2H)-yl)tetrahydrofuran-3-yl)oxy)propanenitrile [Si](C)(C)(C(C)(C)C)O[C@@H]1[C@@H]([C@H](O[C@H]1N1C(NC(C=C1)=O)=O)CO[Si](C)(C)C(C)(C)C)OCCC#N